COCCOC1=CC(=C(C=C1)O)[N+](=O)[O-] 4-(2-methoxyethoxy)-2-nitrophenol